COC1=C(C(=CC(=C1)C=1OC2=CC(=CC(=C2C(C1O)=O)O)O)OC)[O-].FC(C(=O)N1CCC2=C(C(C1)CO)C=CC=C2)(F)F 2,2,2-trifluoro-1-[1-(hydroxymethyl)-2,3,4,5-tetrahydro-1H-3-benzazepin-3-yl]ethan-1-one 2,6-dimethoxy-4-(3,5,7-trihydroxy-4-oxo-4H-chromen-2-yl)phenolate